(S)-N-(1-cyanocyclopropyl)-9-(5-(difluoromethyl)-1,3,4-thiadiazol-2-yl)-4-(2-methylpiperazin-1-yl)-9H-pyrimido[4,5-b]indole-7-sulphonamide C(#N)C1(CC1)NS(=O)(=O)C1=CC=C2C3=C(N(C2=C1)C=1SC(=NN1)C(F)F)N=CN=C3N3[C@H](CNCC3)C